NC1=NC=2C=NC(=CC2C2=C1COC2)C(=O)N(C)[C@@H]2COC1=C2C=CC(=C1)[S@@](=O)(=NC)C 4-amino-N-((3S)-6-((R)-N,S-dimethylsulfonimidoyl)-2,3-dihydro-1-benzofuran-3-yl)-N-methyl-1,3-dihydrofuro[3,4-c][1,7]naphthyridine-8-carboxamide